N-((1-(2,2-difluoropropyl)-1H-pyrazolo[3,4-c]pyridin-5-yl)methylene)-2-methylpropan-2-sulfinamide FC(CN1N=CC=2C1=CN=C(C2)C=NS(=O)C(C)(C)C)(C)F